BrC1=CC=C(C2=C1OCO2)CC=O 7-bromobenzo[D][1,3]dioxol-4-ethanone